6-[1-(2,2,2-trifluoroethyl)-1H-pyrazolo[3,4-d]pyrimidin-6-yl]-2-[2-(trifluoromethyl)pyrimidin-5-yl]-2,6-diazaspiro[3.4]octane FC(CN1N=CC=2C1=NC(=NC2)N2CC1(CN(C1)C=1C=NC(=NC1)C(F)(F)F)CC2)(F)F